[Na].NC=1C=C(C(=CC1)C=CC=1C(=CC(=CC1)N)S(=O)(=O)O)S(=O)(=O)O 4,4'-diaminostilbene-2,2'-disulfonic acid sodium